NC1(C(=CC=CC1)C1=CC=CC=C1)S(=O)(=O)O 2-amino-1,1'-biphenyl-2-sulfonic acid